C(C1=CC=CC=C1)NC(N(C1=CC=C(C=C1)C=1C=NN(C1)C)[C@@H]1CC[C@H](CC1)NC1=NC=C(C(=N1)C=1C=NNC1)C#N)=O 3-benzyl-1-(trans-4-((5-cyano-(1H-pyrazol-4-yl)-pyrimidin-2-yl)-amino)cyclohexyl)-1-(4-(1-methyl-1H-pyrazol-4-yl)-phenyl)urea